ClC=1C=CC(=NC1)NC([C@H](C)N1CC([C@@H](C1)O)(F)F)=O (S)-N-(5-chloropyridin-2-yl)-2-((R)-3,3-difluoro-4-hydroxypyrrolidin-1-yl)propanamide